pentan-3-yl 4-methylbenzenesulfonate tert-Butyl-N-[(1-{[4-(trifluoromethyl)phenyl]carbamoyl}pyrrolidin-3-yl)methyl]carbamate C(C)(C)(C)OC(NCC1CN(CC1)C(NC1=CC=C(C=C1)C(F)(F)F)=O)=O.CC1=CC=C(C=C1)S(=O)(=O)OC(CC)CC